N-((3S,4S)-4-(3-chlorophenyl)-1-(imidazo[1,5-a]pyridine-8-carbonyl)piperidin-3-yl)-4-(hydroxymethyl)-1H-imidazole-2-carboxamide ClC=1C=C(C=CC1)[C@H]1[C@@H](CN(CC1)C(=O)C=1C=2N(C=CC1)C=NC2)NC(=O)C=2NC=C(N2)CO